BrC1=CC(=C(C2=CC=CC=C12)C(=O)O)F 4-Bromo-2-fluoro-1-naphthoic acid